CN1CC(C(CC1)NC1=NC=C(C(=O)O)C=C1CC1=CC=C(C=C1)F)C 6-((1,3-dimethylpiperidin-4-yl)amino)-5-(4-fluorophenylmethyl)nicotinic acid